FC(OC1=C(C(=NN1C)C(F)(F)F)CS)F (5-(difluoromethoxy)-1-methyl-3-(trifluoromethyl)-1H-pyrazol-4-yl)methyl mercaptan